tri-butyl-ammonium C(CCC)[NH+](CCCC)CCCC